ClC=1C=C(C=CC1)[C@@H]1[C@H](C1)C(=O)NC1=CC(=NC=N1)NCC=1N=C2N(C=C(C=C2C(=O)NC)C2CC2)C1 2-(((6-((1S,2S)-2-(3-chlorophenyl)cyclopropane-1-carboxamido)pyrimidin-4-yl)amino)methyl)-6-cyclopropyl-N-methylimidazo[1,2-a]pyridine-8-carboxamide